ClC1=NC=NC(=C1C=O)NC1=C(C=C(C=C1)F)OCC 4-chloro-6-(2-ethoxy-4-fluoro-anilino)pyrimidine-5-carbaldehyde